5-bromo-3-fluoro-2-((trifluoromethyl)thio)pyridin-4-amine BrC=1C(=C(C(=NC1)SC(F)(F)F)F)N